(2S,3S,4R)-1-O-(α-D-galactosyl)-2-(N-pentacosanoylamino)-1,3,4-heptantriol [C@H]1([C@H](O)[C@@H](O)[C@@H](O)[C@H](O1)CO)OC[C@@H]([C@@H]([C@@H](CCC)O)O)NC(CCCCCCCCCCCCCCCCCCCCCCCC)=O